5-bromo-1,3-benzoxazole-2-carboxylic acid BrC=1C=CC2=C(N=C(O2)C(=O)O)C1